OCC1=CC=C(O1)C1=NC=2C(=C3C(=NC2)N(C=C3)S(=O)(=O)C3=CC=CC=C3)N1C1N(CCC1)C(=O)[O-] 2-(5-(hydroxymethyl)furan-2-yl)-6-(benzenesulfonyl)imidazo[4,5-d]pyrrolo[2,3-b]pyridin-1(6H)-ylpyrrolidine-1-carboxylate